ClC1=CC2=C(N(C(NC2=O)=O)C=2C(=NC=CC2C)C(C)C)N=C1Cl 6,7-dichloro-1-(M)-(2-isopropyl-4-methylpyridin-3-yl)pyrido[2,3-d]pyrimidine-2,4(1H,3H)-dione